ammonium cetyltrimethyl-p-toluenesulfonate C(CCCCCCCCCCCCCCC)C1=C(C(C)(C)C)C=CC(=C1)S(=O)(=O)[O-].[NH4+]